5-(4-amino-3-(4-phenoxyphenyl)-1H-pyrazolo[3,4-d]pyrimidin-1-yl)-N-(2-aminophenyl)pentanamide NC1=C2C(=NC=N1)N(N=C2C2=CC=C(C=C2)OC2=CC=CC=C2)CCCCC(=O)NC2=C(C=CC=C2)N